C[Si](C(C)[Si](O[Si](C)(C)CC[SiH2]C(N(CC)CC)N(CC)CC)(C)C)(OC)C 1-dimethylmethoxysilylethyl-3-bis(diethylamino)methylsilylethyl-1,1,3,3-tetramethyldisiloxane